BrC=1C=C(C=C2C=C(NC12)C1=CCCN(C1)C(CCN1N=NC=C1)=O)C(=O)N1CC=2N(N=CC2C1)CC 1-[5-[7-bromo-5-(1-ethyl-4,6-dihydropyrrolo[3,4-c]pyrazole-5-carbonyl)-1H-indol-2-yl]-3,6-dihydro-2H-pyridin-1-yl]-3-(triazol-1-yl)propan-1-one